N-[(15aS,16R,17S)-17,20-Difluoro-7-methyl-1-oxo-2,3,15a,16,17,18-hexahydro-1H,15H-4,8-(azeno)-14,10-(metheno)pyrrolo[1,2-j][1,8,10]oxadiazacycloheptadecin-16-yl]methanesulfonamide F[C@@H]1[C@@H]([C@H]2N(C(NCC=3C=CC(=C(OC=4C=CC=C(C2)C4F)N3)C)=O)C1)NS(=O)(=O)C